tert-Butyl 5-nitro-3,4-dihydroquinoxaline-1(2H)-carboxylate [N+](=O)([O-])C1=C2NCCN(C2=CC=C1)C(=O)OC(C)(C)C